C(C)(=O)OCC1=NC2=C(C(=C(C=C2C(=N1)N1CCN(CC1)C(=O)OC(C)(C)C)Cl)Br)F tert-butyl 4-(2-(acetoxymethyl)-7-bromo-6-chloro-8-fluoroquinazolin-4-yl)piperazine-1-carboxylate